3-(4-Fluorophenyl)-2,4-dioxo-1,2,3,4-tetrahydropyrimidine-5-carboxylic acid FC1=CC=C(C=C1)N1C(NC=C(C1=O)C(=O)O)=O